S(=O)(=O)(C1=CC=C(C)C=C1)C(C1=CC=CC=C1)[N+]#[C-] tosylbenzylisonitrile